O1C(CCCC1)O[C@@H](C)C=1N(C=CN1)CC1=NOC(=C1)C1=CC=C(C=C1)C#CC=1C=CC(=NC1)C=O 5-((4-(3-((2-((1S)-1-((tetrahydro-2H-pyran-2-yl)oxy)ethyl)-1H-imidazol-1-yl)methyl)isoxazol-5-yl)phenyl)ethynyl)pyridineFormaldehyde